NCCOCCOCCNC1=C2C(N(C(C2=CC=C1)=O)C1C(NC(CC1)=O)=O)=O 4-[2-[2-(2-aminoethoxy)ethoxy]ethylamino]-2-(2,6-dioxo-3-piperidyl)isoindoline-1,3-dione